ClCC1=CC2=C(OC(O2)(F)F)C=C1 5-chloromethyl-2,2-difluoro-1,3-benzodioxole